FCC12OCC(CC1)(C2)C(=O)O 1-(fluoromethyl)-2-oxabicyclo[2.2.1]heptane-4-carboxylic acid